3-(1-(aminomethyl)cyclopropyl)-N-(2-oxo-2-((4-(3-(pyridin-4-yl)phenyl)thiazol-2-yl)amino)ethyl)benzamide NCC1(CC1)C=1C=C(C(=O)NCC(NC=2SC=C(N2)C2=CC(=CC=C2)C2=CC=NC=C2)=O)C=CC1